FC(C(=O)O)(F)F.ClC=1C=C2C=CN(C2=C(C1)C1=C2C(=NC=C1)C=C(S2)CN2C(N(CC2=O)C2CC2)=O)CC2(CCNCC2)F 3-((7-(5-Chloro-1-((4-fluoropiperidin-4-yl)methyl)-1H-indol-7-yl)thieno[3,2-b]pyridin-2-yl)methyl)-1-cyclopropylimidazoline-2,4-dione trifluoroacetate